(2-naphthoyl)-L-proline C1=C(C=CC2=CC=CC=C12)C(=O)N1[C@@H](CCC1)C(=O)O